1-(2-Thienyl)ethanethiol S1C(=CC=C1)C(C)S